(-)-mandelate C1=CC=C(C=C1)[C@H](C(=O)O)O